ClC(=O)C1=C(C(=O)OCC(CCCC2(C(C(=O)O)C=CC=C2)C(=O)Cl)COC(C2=C(C=CC=C2)C(=O)Cl)=O)C=CC=C1 2-bis[(2-chlorocarbonylbenzoyl)oxymethyl]butyl-2-chlorocarbonylbenzoic acid